N(=C=O)C(=O)C1=C(C=CC=C1)C=1C=CC=C(C1)N1N=C2C(=N1)C=CC(=C2)Cl 5-(2-isocyanatocarbonylphenyl)phenyl-5-chloro-2H-benzotriazole